(3s,4s)-4-amino-1-(5-(4-fluoro-2-methoxyphenyl)imidazo[2,1-b][1,3,4]thiadiazol-2-yl)-4-methylpiperidin-3-ol N[C@@]1([C@H](CN(CC1)C1=NN2C(S1)=NC=C2C2=C(C=C(C=C2)F)OC)O)C